C(C)(C)(C)OC(=O)N1C[C@@H](CCC1)NC1=NC=C(C(=N1)NC1=C(C=CC=C1)S(=O)(=O)C(C)C)Cl (R)-3-((5-chloro-4-((2-(isopropylsulfonyl)phenyl)amino)pyrimidin-2-yl)amino)piperidine-1-carboxylic acid tert-butyl ester